N[C@H]1CN(CCC1)C(=O)OC(C)(C)C tert-butyl (R)-3-aminopiperidin-1-carboxylate